C(C)OC=1C=CC(=NC1)C=1N(C(=NN1)C1CC(C1)NC(C1=CC=CC=C1)=O)C1=C(C=CC=C1)F N-((1S,3r)-3-(5-(5-ethoxypyridin-2-yl)-4-(2-fluorophenyl)-4H-1,2,4-triazol-3-yl)cyclobutyl)benzamide